5-(2,4-difluorophenyl)-N-(1-(4-hydroxy-4-methylcyclohexyl)-3-(2-((2-(4-methylpyrimidin-2-yl)propan-2-yl)amino)-2-oxoethyl)azetidin-3-yl)isoxazole-3-carboxamide FC1=C(C=CC(=C1)F)C1=CC(=NO1)C(=O)NC1(CN(C1)C1CCC(CC1)(C)O)CC(=O)NC(C)(C)C1=NC=CC(=N1)C